CC1C(=NC2=CC=CC=C12)SC1=C(C=CC=C1)[N+](=O)[O-] methyl-2-(2-nitrophenylmercapto)-3H-indole